2',5'-dimethoxy-[1,1':4',1''-terphenyl]-4,4''-dicarboxaldehyde COC1=C(C=C(C(=C1)C1=CC=C(C=C1)C=O)OC)C1=CC=C(C=C1)C=O